C(C)N1N=C(C(=C1)C1=C(C=CC=C1)[C@H]1C2=C(CN(C1)C(C#CC1NCCC1)=O)SC(=C2)C#N)C(F)(F)F (4S)-4-(2-(1-Ethyl-3-(trifluoromethyl)-1H-pyrazol-4-yl)phenyl)-6-(3-(pyrrolidin-2-yl)propioloyl)-4,5,6,7-tetrahydrothieno[2,3-c]pyridine-2-carbonitrile